phosphonic acid diethyl-acrylate C(C)C(=CC(=O)O)CC.P(O)(O)=O